CC1(OCCC1)COC=1C=C(C(=O)O)C=C(C1)C=1SC(=CN1)C 3-[(2-methyltetrahydrofuran-2-yl)methoxy]-5-(5-methyl-1,3-thiazol-2-yl)benzoic acid